(2-cyclopropyl-8-methyl-5-oxo-pyrido[2,3-d]pyridazin-6-yl)-N-(5-fluoropyrimidin-2-yl)acetamide C1(CC1)C=1C=CC2=C(C(=NN(C2=O)CC(=O)NC2=NC=C(C=N2)F)C)N1